(2-((1-((dimethylamino)methyl)cyclopropyl)methoxy)-4-(3-(hydroxymethyl)azepan-1-yl)-5,7-dihydro-6H-pyrrolo[3,4-d]pyrimidin-6-yl)(3-hydroxy-8-iodonaphthalen-1-yl)methanone CN(C)CC1(CC1)COC=1N=C(C2=C(N1)CN(C2)C(=O)C2=CC(=CC1=CC=CC(=C21)I)O)N2CC(CCCC2)CO